4,4'-(10H-phenoxazine-3,7-diyl)-bis-(2-(trifluoromethyl)phenol) C1=CC(=CC=2OC3=CC(=CC=C3NC12)C1=CC(=C(C=C1)O)C(F)(F)F)C1=CC(=C(C=C1)O)C(F)(F)F